C1(CC1)C=1C=C(C(=NC1)N1CCN(CC1)C(=O)C1=CC(=C(C=C1)C1(C(NC(N1)=O)=O)C(C)C)C)C 5-{4-[4-(5-cyclopropyl-3-methylpyridin-2-yl)piperazine-1-carbonyl]-2-methylphenyl}-5-isopropylimidazolidine-2,4-dione